3-(5-(((1S,2R,3S,4R)-3-(3-ethoxyazetidin-1-yl)bicyclo[2.2.1]heptan-2-yl)oxy)-1-oxoisoindolin-2-yl)piperidine-2,6-dione C(C)OC1CN(C1)[C@@H]1[C@@H]([C@H]2CC[C@@H]1C2)OC=2C=C1CN(C(C1=CC2)=O)C2C(NC(CC2)=O)=O